COC1=CC=C(C=N1)N1N=NC(=C1COC=1C=C2CCN(CC2=CN1)C1CCOCC1)C 6-{[1-(6-methoxypyridin-3-yl)-4-methyl-1H-1,2,3-triazol-5-yl]methoxy}-2-(oxan-4-yl)-1,2,3,4-tetrahydro-2,7-naphthyridine